FC1=CC=C2C(=C(C(N(C2=C1)C)=O)C(=O)NCC1=CC(=CC=C1)F)C 7-Fluoro-N-[(3-fluorophenyl)-methyl]-1,4-dimethyl-2-oxo-1H-quinoline-3-carboxylic acid amide